2,5-di(tert-octyl-dithio)-1,3,4-thiadiazole C(C)(C)(CC(C)(C)C)SSC=1SC(=NN1)SSC(C)(C)CC(C)(C)C